(E)-4-(3-([1,1'-biphenyl]-4-yl)pent-2-en-1-yl)-N-(4-(trifluoromethyl)phenyl)piperidine-1-carboxamide C1(=CC=C(C=C1)/C(=C/CC1CCN(CC1)C(=O)NC1=CC=C(C=C1)C(F)(F)F)/CC)C1=CC=CC=C1